C1(CCCC1)C=1C=NC(=NC1)N1CCN(CC1)C(=O)OCCC1=CNC(C(=C1)C(F)(F)F)=O 2-(6-oxo-5-(trifluoromethyl)-1,6-dihydropyridin-3-yl)ethyl 4-(5-cyclopentylpyrimidin-2-yl)piperazine-1-Carboxylate